Ethanolamine hydrochloride salt Cl.C(O)CN